hydroxypropyl-N-(4-(1-isopropyl-1H-pyrazol-4-yl)5-methylpyrimidin-2-yl)-1,2,3,4-tetrahydroisoquinolin-6-amine OCCCC1NCCC2=CC(=CC=C12)NC1=NC=C(C(=N1)C=1C=NN(C1)C(C)C)C